IC=1C(=NSC1C)C(=O)O 4-iodo-5-methyl-isothiazole-3-carboxylic acid